FC(C1=CC2=C(SC(=C2)C(=O)OC2=CC=C(C=C2)[N+](=O)[O-])C=C1)(P(=O)(OC1=CC=CC=C1)OCCSC(CC(C)C)=O)F 4-nitrophenyl 5-(difluoro((2-((3-methylbutanoyl) thio)ethoxy) (phenoxy) phosphoryl) methyl)benzo[b]thiophene-2-carboxylate